N-(1-carbamoylcyclopropyl)-5-((2-methoxypyridin-3-yl)methoxy)-2-methylbenzofuran-3-carboxamide C(N)(=O)C1(CC1)NC(=O)C1=C(OC2=C1C=C(C=C2)OCC=2C(=NC=CC2)OC)C